NCCCCCCCC1=C(C(=NO1)C1=CC=CC=C1)C1=CC=C(C=C1)S(=O)(=O)N 4-(5-(7-aminoheptyl)-3-phenylisoxazol-4-yl)benzenesulfonamide